Cl.N1=CNC(C2=CC=CC=C12)=O 3H-quinazolin-4-one hydrochloride